N-ethyl-5-fluoro-2-((5-(2-((R)-6-(((R)-2-hydroxy-3-methoxypropyl)(methyl)amino)-2-methylhex-3-yl)-2,6-diazaspiro[3.4]oct-6-yl)-1,2,4-triazin-6-yl)oxy)-N-isopropylbenzamide C(C)N(C(C1=C(C=CC(=C1)F)OC1=C(N=CN=N1)N1CC2(CN(C2)[C@@H](C(C)C)CCCN(C)C[C@H](COC)O)CC1)=O)C(C)C